hydroxy-aminoproline O[C@@]1(N(CCC1)N)C(=O)O